1,3,5-tris(bromomethyl)toluene BrCC1(C)CC(=CC(=C1)CBr)CBr